ClC1=CC=C(N=N1)N1CCC2C1CN(CC2)CC 1-(6-Chloropyridazin-3-yl)-6-ethyl-3,3a,4,5,7,7a-hexahydro-2H-pyrrolo[2,3-c]pyridine